4-cyano-4-[(dodecylthiocarbonylthio)sulfonyl]pentanoic acid C(#N)C(CCC(=O)O)(C)S(=O)(=O)SC(=S)CCCCCCCCCCCC